3-[2-(2-pyridyl)ethyl]-5-[2-(2-pyridyl)ethylthio]-1,3,4-thiadiazole-2-thione N1=C(C=CC=C1)CCN1C(SC(=N1)SCCC1=NC=CC=C1)=S